NC1=C(C(=NC=N1)NC1O[C@@H]([C@@H]([C@H]1O)O)CO)[N+](=O)[O-] (3R,4R,5R)-2-[(6-amino-5-nitropyrimidin-4-yl)amino]-5-(hydroxymethyl)oxolane-3,4-diol